FC(C(C(F)F)(F)F)(F)OC(C(C(F)F)(F)F)(F)F 1,1,2,2,3,3-hexafluoropropylether